[N+](=O)([O-])C1=CC=CC=2C=CCSC21 8-nitro-benzothiopyran